diazo-1-(p-toluenesulfonyl)-3,3-dimethyl-2-butanone [N+](=[N-])=C(C(C(C)(C)C)=O)S(=O)(=O)C1=CC=C(C)C=C1